3-{[4-(but-2-yn-1-yloxy)phenyl]sulfonyl}propane-1-thiol C(C#CC)OC1=CC=C(C=C1)S(=O)(=O)CCCS